(S)-1-(3-aminopropyl)-2-(3-pyridyl)pyrrolidine NCCCN1[C@@H](CCC1)C=1C=NC=CC1